N-(4-tert-butylphenyl)-7-methyl-4-(pyridin-2-ylethynyl)-7H-pyrrolo[2,3-d]pyrimidine-6-carboxamide C(C)(C)(C)C1=CC=C(C=C1)NC(=O)C1=CC2=C(N=CN=C2C#CC2=NC=CC=C2)N1C